ON=C(C1=CC=C(C=C1)C)N N'-hydroxy-4-methyl-benzamidine